4-chloro-1-methyl-6-thiomorpholinopyrimidin-2(1H)-one ClC1=NC(N(C(=C1)N1CCSCC1)C)=O